CCCCCCCC/C=C\C/C=C\C/C=C\CCCC(=O)O[C@H](COC(=O)CCCCCCC/C=C\CCCC)COP(=O)([O-])OCC[N+](C)(C)C 1-(9Z-tetradecenoyl)-2-(5Z,8Z,11Z-eicosatrienoyl)-sn-glycero-3-phosphocholine